methyl 4-[(2-cyano-4-pyridyl)oxymethyl]cyclohexanecarboxylate C(#N)C1=NC=CC(=C1)OCC1CCC(CC1)C(=O)OC